C(C)OC(=O)C=1N=C(N(C(C1OC)=O)C(C)C)C(C(C=1C=NN(C1)C)C1=C(C=CC=C1)C#N)C 2-(1-(2-cyanophenyl)-1-(1-methyl-1H-pyrazol-4-yl)propan-2-yl)-1-isopropyl-5-methoxy-6-oxo-1,6-dihydropyrimidine-4-carboxylic acid ethyl ester